C(CCC)NC(CCCN1C2=CC(=CC=C2C=2C=CN=C(C12)C)OC)=O N-(butyl)-4-(7-Methoxy-1-methyl-β-carbolin-9-yl)butanamide